4-(5-Chlorofuran-2-yl)-1,3-bis(2,4-difluorophenyl)-N-(4-(methoxymethyl)-1-methylpiperidin-4-yl)-5-methyl-4,5-dihydro-1H-pyrazole-5-carboxamide ClC1=CC=C(O1)C1C(=NN(C1(C(=O)NC1(CCN(CC1)C)COC)C)C1=C(C=C(C=C1)F)F)C1=C(C=C(C=C1)F)F